CC1=NOC(=C1C1=CC(=C(N[C@H]2C[C@@H](CC2)OCC)C=C1)[N+](=O)[O-])C 4-(3,5-Dimethylisoxazol-4-yl)-N-trans-((1r,3r)-3-ethoxycyclopentyl)-2-nitroaniline